N-(4-(dibenzo[b,d]thiophen-3-ylethynyl)phenyl)carboxamide C1=CC(=CC=2SC3=C(C21)C=CC=C3)C#CC3=CC=C(C=C3)NC=O